C(\C=C/CCCCCCCCCCCCC)(=O)O (Z)-hexadec-2-enoic acid